C1CC(CCC1CO)C(F)(F)F ((1r,4r)-4-(trifluoromethyl)cyclohexyl)methanol